C([C@]1(C)C(C)(C)[C@H](C(=O)[O-])CC1)(=O)[O-] (1S,3R)-(-)-Camphorate